NC=1C=2N(C=CN1)C(=NC2C2=C(C=C(C=C2)C(NC2=NC=CC(=C2)C(F)(F)F)=O)F)[C@H]2CN(CCC2)C(C(=O)O)(C)C 2-{(3R)-3-[8-amino-1-(2-fluoro-4-{[4-(trifluoromethyl)pyridin-2-yl]carbamoyl}phenyl)imidazo[1,5-a]pyrazin-3-yl]piperidin-1-yl}-2-methylpropanoic acid